FC1=CC=CC=2N(C([C@H](CCN(C21)CC2OC2)NC(OCCCC)=O)=O)C butyl ((3S)-7-fluoro-1-methyl-6-(oxiran-2-ylmethyl)-2-oxo-1,2,3,4,5,6-hexahydrobenzo[b][1,4]diazocin-3-yl)carbamate